FC=1C(=C(C=C(C1)F)CNC(=O)C=1C(=NC=C(C1)C=1C=CC=2N(N1)C=C(N2)NC(C)=O)OC)OC2COCCC2 N-{[3,5-difluoro-2-(oxan-3-yloxy)phenyl]methyl}-5-{2-acetamidoimidazo[1,2-b]pyridazin-6-yl}-2-methoxypyridine-3-carboxamide